C(C)(C)(C)C=1NOC2=C(C1)C=CC=C2 tert-butyl-benzoxazine